C[C@@H]1[C@H]([C@H]2[C@@H]([C@@]1(C=C(C2=O)CC=C)OC)OC(=O)C)C3=CC(=C(C=C3)OC)OC The molecule is a neolignan with formula C23H28O6, originally isolated from Piper kadsura. It has a role as a platelet-activating factor receptor antagonist and a plant metabolite. It is a bridged compound, a carbobicyclic compound, a cyclic ketone, an enone, a neolignan, a dimethoxybenzene and an acetate ester.